N-{(S)-1-carbonyl-1-{{(S)-1-carbonyl-3-[(S)-2-carbonylpyrrolidin-3-yl]propan-2-yl}amino}-3-cyclohexylpropan-2-yl}-quinoxaline-2-carboxamide C(=O)=C([C@H](CC1CCCCC1)NC(=O)C1=NC2=CC=CC=C2N=C1)N[C@H](C=C=O)C[C@H]1C(NCC1)=C=O